P(=O)(OC1=C2C(=CNC2=CC=C1)CCN(C)C)(O)[O-] [3-[2-(dimethylamino) ethyl]-1H-indol-4-yl] hydrogen phosphate